CC(C)CCCCCCCCCCCCC=C i-Heptadecene